NC1=NC=CC=C1C1=NC(=NC=C1)NC=1C=C(C=CC1C)NC(=O)C1=NN(C(=C1)S(=O)C)C1=CC=C(C=C1)F N-(3-((4-(2-aminopyridin-3-yl)pyrimidin-2-yl)amino)-4-methylphenyl)-1-(4-fluorophenyl)-5-(methylsulfinyl)-1H-pyrazole-3-carboxamide